tert-butyl (1R,4R)-5-(4-((2-fluoro-3-methyl-4-((3-methyl-3H-imidazo[4,5-b]pyridin-6-yl)oxy)phenyl)amino)pyrido[3,2-d]pyrimidin-6-yl)-2,5-diazabicyclo[2.2.2]octane-2-carboxylate FC1=C(C=CC(=C1C)OC=1C=C2C(=NC1)N(C=N2)C)NC=2C1=C(N=CN2)C=CC(=N1)N1[C@H]2CN([C@@H](C1)CC2)C(=O)OC(C)(C)C